CC=1C=CC=C2NCCN(C12)S(=O)(=O)C1=C(C=CC(=C1)C1=CC(=NO1)C)C 8-Methyl-1-[2-methyl-5-(3-methyl-1,2-oxazol-5-yl)benzenesulfonyl]-1,2,3,4-tetrahydroquinoxaline